tert-butyl (2R,6S)-4-(1-((2,8-dimethylimidazo[1,2-a]pyrazin-6-yl)carbamoyl)-2,3-dihydro-1H-pyrrolo[2,3-b]pyridin-4-yl)-2,6-dimethylpiperazine-1-carboxylate CC=1N=C2N(C=C(N=C2C)NC(=O)N2CCC=3C2=NC=CC3N3C[C@H](N([C@H](C3)C)C(=O)OC(C)(C)C)C)C1